[N+](=O)([O-])C1=CC=C(C=C1)N1N=CN=C1 1-(4-nitrophenyl)-1H-1,2,4-triazole